ClC=1C=C2C(=CC(OC2=CC1OCC(=O)N1CC(CCC1)C(=O)O)=O)C1=CC=CC=C1 1-[2-(6-chloro-2-oxo-4-phenyl-chromen-7-yl)oxyacetyl]piperidine-3-carboxylic acid